C(C)N(CCN)CC N2,N2-diethylethane-1,2-diamine